C(=O)OC(C12C(CCCC1)O2)C21C(CCCC2)O1 bis(epoxycyclohexyl)-methyl formate